2-(4-(4-(benzo[d]thiazol-5-ylamino)quinolin-6-yl)-3-chlorophenyl)(4-methylpiperazin-1-yl)methanone S1C=NC2=C1C=CC(=C2)NC2=CC=NC1=CC=C(C=C21)C2=C(C=C(C=C2)C2N(CCN(C2)C)C=O)Cl